C(CC)(=O)OOC1CCN(CC1)C(C)(C)C tert-butyl-(piperidin-4-yloxy) propionate